S-adenosyl-methionine sulphate S(=O)(=O)([O-])[O-].[C@@H]1([C@H](O)[C@H](O)[C@@H](C[S+](CC[C@H](N)C(=O)O)C)O1)N1C=NC=2C(N)=NC=NC12.[C@@H]1([C@H](O)[C@H](O)[C@@H](C[S+](CC[C@H](N)C(=O)O)C)O1)N1C=NC=2C(N)=NC=NC12